4-(3-acetyl-5-iodo-2-methyl-1H-pyrrol-1-yl)benzonitrile C(C)(=O)C1=C(N(C(=C1)I)C1=CC=C(C#N)C=C1)C